C(C)(C)(C)OC(=O)N([C@@H](CC(C)C)C(=O)N1C(CC2(CC2)CC1)C(=O)O)C 6-(N-(tert-Butoxycarbonyl)-N-methyl-L-leucyl)-6-azaspiro[2.5]octane-5-carboxylic acid